di(3-vinylbenzyl)methylchlorosilane C(=C)C=1C=C(C[Si](Cl)(C)CC2=CC(=CC=C2)C=C)C=CC1